C1(=CC=C(C=C1)C(=O)O)C=CC1=CC=C(C=C1)C(=O)O 4,4'-StilbeneDicarboxylic Acid